The molecule is a trans,trans-2,3,4,5-tetradehydroacyl-CoA(4-) arising from deprotonation of the phosphate and diphosphate OH groups of trans,trans-deca-2,4-dienoyl-CoA; major species at pH 7.3. It is a 6-saturated-trans,trans-2,4-dienoyl-CoA(4-) and an acyl-CoA(4-). It is a conjugate base of a trans,trans-deca-2,4-dienoyl-CoA. CCCCC/C=C/C=C/C(=O)SCCNC(=O)CCNC(=O)[C@@H](C(C)(C)COP(=O)([O-])OP(=O)([O-])OC[C@@H]1[C@H]([C@H]([C@@H](O1)N2C=NC3=C(N=CN=C32)N)O)OP(=O)([O-])[O-])O